C(C(O)C)(=O)OCCCCCCCCCCCCCCCCCCCCCC.[Na] sodium behenyl lactate